NC=1N=NC(=CC1N1CC2CCC(C1)N2C2=CC(=NC=C2)C#CCN2[C@@H]1C(C([C@H](CC2)C1)O)O)C1=C(C=CC=C1)O (1S,5R)-2-[3-[4-[3-[3-amino-6-(2-hydroxyphenyl)pyridazin-4-yl]-3,8-diazabicyclo[3.2.1]octan-8-yl]-2-pyridyl]prop-2-ynyl]-2-azabicyclo[3.2.1]octane-6,7-diol